4,8-Disulfonyl-2,6-naphthalenedicarboxylic acid S(=O)(=O)=C1C=C(C=C2C(C=C(C=C12)C(=O)O)=S(=O)=O)C(=O)O